4-((S)-4-propenoyl-2-methylpiperazin-1-yl)-1-(2,4-dimethylpyridin-3-yl)-6-fluoro-7-(2-fluoro-6-hydroxyphenyl)pyrido[2,3-d]pyrimidin-2(1H)-one C(C=C)(=O)N1C[C@@H](N(CC1)C=1C2=C(N(C(N1)=O)C=1C(=NC=CC1C)C)N=C(C(=C2)F)C2=C(C=CC=C2O)F)C